N'-((5-(2-methoxypyridin-4-yl)-2,3-dihydrobenzofuran-4-yl)carbamoyl)-2,2-dimethyl-2,3-dihydropyrazolo[5,1-b]oxazole-7-sulfonimidamide COC1=NC=CC(=C1)C=1C=CC2=C(CCO2)C1NC(=O)N=S(=O)(N)C=1C=NN2C1OC(C2)(C)C